C(C)(=O)OCCC=1OC=CC1 furanethanol acetate